CC(CCCCCCCCC(=O)OCCCCCCCN(CCCCCCCC(=O)OC(CCCCCCCC)CCCCCCCC)CCO)C 7-{(2-hydroxyethyl)[7-(1-octylnonyloxycarbonyl) heptyl]amino}heptyl 10-methylundecanoate